COC=1C=C(C=C(C1OC)OC)N1C([C@H]([C@@H]1C1=CC(=C(C=C1)OC)O)CN)=O (3S,4R)-1-(3,4,5-trimethoxyphenyl)-3-aminomethyl-4-(3-hydroxy-4-methoxyphenyl)azetidin-2-one